(S)-4-(cyclopropyl(4-(5,6,7,8-tetrahydro-1,8-naphthyridin-2-yl)butyl)amino)-2-(((2-(pyridin-2-yl)ethoxy)carbonyl)amino)butanoic acid C1(CC1)N(CC[C@@H](C(=O)O)NC(=O)OCCC1=NC=CC=C1)CCCCC1=NC=2NCCCC2C=C1